C(C)(C)(C)N1CC(C1)C(NC1=C(C(=CC=C1)OC)N)=O tert-butyl-3-[(2-amino-3-methoxy-phenyl)carbamoyl]azetidine